4-[4-benzyloxy-1-(3,4-difluorophenyl)-2-[2-methoxy-1-(methoxymethyl)ethyl]Indol-3-yl]Benzoic acid C(C1=CC=CC=C1)OC1=C2C(=C(N(C2=CC=C1)C1=CC(=C(C=C1)F)F)C(COC)COC)C1=CC=C(C(=O)O)C=C1